Europium(II) 1,4,10,13-tetraoxa-7,16-diazacyclooctadecane tetraphenyl-borate 7-bromo-1-methyl-indazole-5-carboxylate BrC=1C=C(C=C2C=NN(C12)C)C(=O)[O-].C1(=CC=CC=C1)[B-](C1=CC=CC=C1)(C1=CC=CC=C1)C1=CC=CC=C1.O1CCOCCNCCOCCOCCNCC1.[Eu+2]